4-amino-3-bromo-1-(4-chloro-2-fluorophenyl)-7-(trifluoromethyl)-1,8-naphthyridin-2(1H)-one NC1=C(C(N(C2=NC(=CC=C12)C(F)(F)F)C1=C(C=C(C=C1)Cl)F)=O)Br